C1(CC1)C([C@@H](C(NC1=CC(=NO1)C(CC)C1=NN=NN1CC(F)(F)F)=O)NC(=O)C=1N(N=CC1)C(C)C)C1CC1 N-[(1S)-1-(dicyclopropylmethyl)-2-oxo-2-[[3-[1-[1-(2,2,2-trifluoroethyl)tetrazol-5-yl]propyl]isoxazol-5-yl]amino]ethyl]-2-isopropyl-pyrazole-3-carboxamide